((3-methoxy-4-(5-(trifluoromethyl)-1,2,4-oxadiazol-3-yl)phenyl)imino)(methyl)(propyl)-λ6-sulfanone COC=1C=C(C=CC1C1=NOC(=N1)C(F)(F)F)N=S(=O)(CCC)C